ClCCOP(O)(O)=O phosphoric acid (2-chloroethyl) ester